CC1(CC(CC(C1)C)OC(C1=C(C=CC=C1)O)=O)C 3,3,5-trimethylcyclohexyl-Z-hydroxybenzoate